OC(CC(=O)O)(C)C 3-hydroxyisopentanoic acid